(3,5-difluoro-4,5-dihydro-pyrazole-1-carbonyl)hexahydrocyclopenta[c]pyrrole FC1=NN(C(C1)F)C(=O)C1NCC2C1=CCC2